5-chloro-2,4-dibutoxybenzaldehyde ClC=1C(=CC(=C(C=O)C1)OCCCC)OCCCC